3-bromo-6-nitro-1H-indole BrC1=CNC2=CC(=CC=C12)[N+](=O)[O-]